C(C)(C)(C)OC(=O)N1CCC(CC1)C=1N=C2N(C=C(C(=C2)OC(C)C)C(NC2=NN(C=C2)C)=O)C1 4-[7-Isopropoxy-6-[(1-methylpyrazol-3-yl)carbamoyl]imidazo[1,2-a]pyridin-2-yl]piperidine-1-carboxylic acid tert-butyl ester